N1=C(C=CC=C1)CN(CC1=CC=C(C=C1)CNC1CCCC=2C=CC=NC12)CCC1=CC=C(C=C1)OC N-(2-pyridinylmethyl)-N-[2-(4-methoxyphenyl)ethyl]-N'-(5,6,7,8-tetrahydro-8-quinolinyl)-1,4-benzenedimethanamine